(2S)-2-[[(2S)-2-(tert-Butoxycarbonylamino)-3-(4-fluorophenyl) propionyl] amino]-4-methyl-pentanoate C(C)(C)(C)OC(=O)N[C@H](C(=O)N[C@H](C(=O)[O-])CC(C)C)CC1=CC=C(C=C1)F